7-methyl-1-((3-((1R,5S,6r)-3-(5-methylpyridin-2-yl)-3-azabicyclo[3.1.0]hexan-6-yl)-1,2,4-oxadiazol-5-yl)methyl)-1,7-dihydro-6H-purin-6-one CN1C=NC=2N=CN(C(C12)=O)CC1=NC(=NO1)C1[C@H]2CN(C[C@@H]12)C1=NC=C(C=C1)C